C(C)(N)N 1,1-ethanediamine